4-((2R,4s,6S)-2-cyano-7-((5-methoxy-7-methyl-1H-indol-4-yl)methyl)-7-azaspiro[3.5]nonan-6-yl)-N-(2-azaspiro[3.3]heptan-6-yl)benzamide C(#N)C1CC2(C1)C[C@H](N(CC2)CC2=C1C=CNC1=C(C=C2OC)C)C2=CC=C(C(=O)NC1CC3(CNC3)C1)C=C2